(S)-N-((4-(cyclopropylethynyl)-4-(1,1-difluoroethyl)-6-fluoro-2-oxo-1,2,3,4-tetrahydroquinazolin-7-yl)methyl)-1H-imidazole-2-carboxamide C1(CC1)C#C[C@@]1(NC(NC2=CC(=C(C=C12)F)CNC(=O)C=1NC=CN1)=O)C(C)(F)F